1H-pyrazole-5-carboxylic acid methyl ester COC(=O)C1=CC=NN1